[N-](S(=O)(=O)C(F)(F)F)S(=O)(=O)C(F)(F)F.C(CCC)[P+](CCC[Si](C)(C)Cl)(CCCC)CCCC tributyl{3-(chlorodimethylsilyl)propyl}phosphonium bis(trifluoromethanesulfonyl)imide